3',6'-dihydroxyspiro[isobenzofuran-1(3H),9'-[9H]xanthen]-3-one OC=1C=CC=2C3(C4=CC=C(C=C4OC2C1)O)OC(C1=CC=CC=C13)=O